N1C=NC(=C1)C1CN(CC(N1)C)C1=NC(=NC=C1)C1=CN=C2N1C=C(N=C2)C(F)(F)F 3-(4-(3-(1H-imidazol-4-yl)-5-methylpiperazin-1-yl)pyrimidin-2-yl)-6-(trifluoromethyl)imidazo[1,2-a]pyrazine